4-iodoisoquinoline-1(2H)-one IC1=CNC(C2=CC=CC=C12)=O